C(=C)NC(CC)=O N-vinyl-methylacetamide